OC(CC1=NNC(O1)=O)CNC1=CC(=CC=C1)OC1=CC=CC=C1 5-[2-hydroxy-3-(3-phenoxyphenylamino)propyl]-1,3,4-oxadiazol-2(3H)-one